CN1C(C2=C(C=C1)C(=CN2S(=O)(=O)C2=CC=C(C)C=C2)C2=CC=C(C=C2)CC2NCC1(CCO1)CC2)=O 6-Methyl-3-(4-(1-oxa-6-azaspiro[3.5]non-7-ylmethyl)phenyl)-1-tosyl-1H-pyrrolo[2,3-c]pyridin-7(6H)-one